[Si](C1=CC=CC=C1)(C1=CC=CC=C1)(C(C)(C)C)OCCCCOC=1C=C(N(C)CCO[Si](C2=CC=CC=C2)(C2=CC=CC=C2)C(C)(C)C)C=CC1C=CC=1SC=CC1 3-[4-[(tert-Butyldiphenylsilyl)oxy]butoxy]-N-[2-[(tert-butyldiphenylsilyl)oxy]ethyl]-N-methyl-4-[2-(thiophen-2-yl)vinyl]aniline